C(S=P([S-])([O-])[O-])S=P([S-])([O-])[O-] methylenebis(dithiophosphate)